4-(hydroxymethyl)-1-(4-methylbenzyl)pyrrolidin-2-one OCC1CC(N(C1)CC1=CC=C(C=C1)C)=O